C1(CC1)CN1C(=CC=2C1=NC(=CC2)C2=CC1=C(OCCO1)C=C2)C2=NC1=C(N2C)C(=CC(=C1)C(=O)N1C[C@@H](C[C@H](C1)F)N)OC (3R,5R)-1-{2-[1-(cyclopropylmethyl)-6-(2,3-dihydro-1,4-benzodioxin-6-yl)-1H-pyrrolo[2,3-b]pyridin-2-yl]-7-methoxy-1-methyl-1H-1,3-benzodiazole-5-carbonyl}-5-fluoropiperidin-3-amine